C(C)(C)(C)OC(=O)N(C(C)C1=C(C=CC(=C1)F)NC1=C(C(=O)O)C=C(C(=C1)C(F)(F)F)F)CCCC1=NC(=CC=C1[N+](=O)[O-])OC 2-((2-(1-((tert-Butoxycarbonyl)(3-(6-methoxy-3-nitropyridin-2-yl)propyl)-amino)ethyl)-4-fluorophenyl)amino)-5-fluoro-4-(trifluoromethyl)benzoic acid